CC1=CC=CC=2C1=C1N=C(C(=NC1=C1C2C=CC=C1)C1=CC=CC=C1)C1=CC=CC=C1 methyl(diphenyl)dibenzoquinoxaline